COC=1C=C(C=CC1)C=CC(=O)C1=CC=CC=C1 3-(3-methoxyphenyl)-1-phenyl-2-propen-1-one